BrC1=NC(=NC=C1)OCC1=CC=C(C=C1)Cl 4-bromo-2-((4-chlorobenzyl)oxy)pyrimidine